CC=1N=C(C2=C(N1)OC=C2C(=O)NCC=2SC(=CN2)C)NC2(CC2)C methyl-N-[(5-methyl-1,3-thiazol-2-yl)methyl]-4-[(1-methylcyclopropyl)amino]furo[2,3-d]pyrimidine-5-carboxamide